1,1-dioxo-thiane-4-carboxamide O=S1(CCC(CC1)C(=O)N)=O